C(#N)C1(COC1)N1CC2N(C(C1)C2)C(=O)OC(C)(C)C tert-butyl 3-(3-cyanooxetan-3-yl)-3,6-diazabicyclo[3.1.1]heptane-6-carboxylate